tert-butyl (2R,3S,4S)-4-[(tert-butoxycarbonyl)oxy]-3-{[(2-{[2-(imidazol-1-yl)ethyl]amino}ethyl)carbamoyl]oxy}-2-[(4-methoxyphenyl)methyl]pyrrolidine-1-carboxylate C(C)(C)(C)OC(=O)O[C@@H]1[C@H]([C@H](N(C1)C(=O)OC(C)(C)C)CC1=CC=C(C=C1)OC)OC(NCCNCCN1C=NC=C1)=O